(R)-N6-(2-methoxy-4-((4-morpholinopiperidin-1-yl)sulfonyl)phenyl)-N4-(1-methoxypropan-2-yl)-3-(trifluoromethyl)-1H-pyrrolo[2,3-b]pyridine-4,6-diamine COC1=C(C=CC(=C1)S(=O)(=O)N1CCC(CC1)N1CCOCC1)NC=1C=C(C2=C(N1)NC=C2C(F)(F)F)N[C@@H](COC)C